racemic-N-(5-((1R,2R)-2-(4-cyanophenyl)cyclopropyl)-1,3,4-thiadiazol-2-yl)-3-(5-cyano-2-methoxyphenyl)isonicotinamide C(#N)C1=CC=C(C=C1)[C@H]1[C@@H](C1)C1=NN=C(S1)NC(C1=C(C=NC=C1)C1=C(C=CC(=C1)C#N)OC)=O |r|